Hafnium silicate nitrogen oxygen [O+2].[N+3].[Si]([O-])([O-])([O-])[O-].[Hf+4]